FC1=C(C(=NN1C1=CC=C(C=C1)C(F)(F)F)OC)C(F)(F)F 5-fluoro-1-[4-(trifluoromethyl)phenyl]-3-methoxy-4-trifluoromethylpyrazole